BrC(C(=O)NC=1C=C(C=CC1)C)(F)F 2-bromo-2,2-difluoro-N-(m-tolyl)acetamide